N-(1-(3,4-difluorobenzyl)piperidin-4-yl)-3,3,5-trimethyl-2,3-dihydro-1H-pyrrolo[3,2-b]pyridine-1-carboxamide FC=1C=C(CN2CCC(CC2)NC(=O)N2CC(C3=NC(=CC=C32)C)(C)C)C=CC1F